BrC=1C=NN2CCOC3=C(C21)C=C(S3)C(=O)N[C@H]3CNCC[C@@H]3C3=CC(=C(C=C3)F)F 10-bromo-N-((3R,4R)-4-(3,4-difluorophenyl)piperidin-3-yl)-5,6-dihydropyrazolo[1,5-d]thieno[3,2-f][1,4]oxazepine-2-carboxamide